O1C(=NN=C1)C=1C=CC=NC1 5-(1,3,4-Oxadiazol-2-yl)pyridine